3-(2-(5-(((S)-2-(4-(tert-butoxy)-4-oxobutanoylamino)-4-phenylbutanoylamino)methyl)-2,4-dimethylphenoxy)ethyl)piperidine-1-carboxylic acid tert-butyl ester C(C)(C)(C)OC(=O)N1CC(CCC1)CCOC1=C(C=C(C(=C1)CNC([C@H](CCC1=CC=CC=C1)NC(CCC(=O)OC(C)(C)C)=O)=O)C)C